C(C=C)(=O)N1CN(CN(C1)C(C=C)=O)C(C=C)=O 1,3,5-Triacryloylhexahydro-1,3,5-triazin